tert-butyl 3-((4-(4-chloro-3-(2,4-dioxotetrahydropyrimidin-1(2H)-yl)benzoyl)piperazin-1-yl)methyl)azetidine-1-carboxylate ClC1=C(C=C(C(=O)N2CCN(CC2)CC2CN(C2)C(=O)OC(C)(C)C)C=C1)N1C(NC(CC1)=O)=O